CN1C2=C(OCC1)N=CC=C2C 1,8-dimethyl-2,3-dihydro-1H-pyrido[2,3-b][1,4]oxazin